N-(2-oxaspiro[3.3]heptan-6-yl)-6-[(4-pyrazol-1-ylphenyl)methyl]-1,3-benzodioxole-4-carboxamide C1OCC12CC(C2)NC(=O)C2=CC(=CC=1OCOC12)CC1=CC=C(C=C1)N1N=CC=C1